1-(3-(4-Cyanophenyl)-1,2,4-oxadiazol-5-yl)-N-((1-(4-methylbenzyl)-5-oxopyrrolidin-3-yl)methyl)piperidine-4-carboxamide C(#N)C1=CC=C(C=C1)C1=NOC(=N1)N1CCC(CC1)C(=O)NCC1CN(C(C1)=O)CC1=CC=C(C=C1)C